1-tert-butyl-N-[[2-methyl-4-[3-(6-prop-2-enoyl-3,6-diazabicyclo[3.2.1]octan-3-yl)-4-pyridyl]phenyl]methyl]triazole-4-carboxamide C(C)(C)(C)N1N=NC(=C1)C(=O)NCC1=C(C=C(C=C1)C1=C(C=NC=C1)N1CC2CN(C(C1)C2)C(C=C)=O)C